7-[(1-acetylpiperidin-4-yl)methoxy]-5-fluoro-2-[(oxetan-4-ylsulfanyl)methyl]-3H-quinazolin-4-one C(C)(=O)N1CCC(CC1)COC1=CC(=C2C(NC(=NC2=C1)CSC1CCO1)=O)F